C1N(CC[C@@]12NCCOC2)C(=O)OC(C)(C)C |r| racemic-tert-butyl 9-oxa-2,6-diazaspiro[4.5]decane-2-carboxylate